ClC1=C(C=C(C=C1)F)C1NC(C2=C1C(=CC1=C(N(N=C21)C)CO)NC(C2=CC(=CC(=C2)F)C(F)(F)F)=O)=O N-[6-(2-chloro-5-fluorophenyl)-3-(hydroxymethyl)-2-methyl-8-oxo-7,8-dihydro-6H-pyrrolo[4,3-g]indazol-5-yl]-5-fluoro-3-(trifluoromethyl)benzamide